2,2'-dichloro-3'-(2-fluoro-2-(5-(((2-hydroxyethyl)amino)methyl)-4-methoxypyridin-2-yl)ethenyl)-[1,1'-biphenyl] ClC1=C(C=CC=C1)C1=C(C(=CC=C1)C=C(C1=NC=C(C(=C1)OC)CNCCO)F)Cl